1-(2-(isoxazol-3-ylamino)-2-oxoethyl)azepan-1-ium O1N=C(C=C1)NC(C[NH+]1CCCCCC1)=O